OC1=C(C=CC2=CC=CC=C12)\C=N\NC(=O)C=1C(OC=2C=CC3=C(C2C1)C=CC=C3)=O (E)-N'-((1-hydroxynaphthalen-2-yl)methylene)-3-oxo-3H-benzo[f]chromen-2-carbohydrazide